cyclopentyl-benzoyl chloride C1(CCCC1)C1=C(C(=O)Cl)C=CC=C1